BrC1=CC=CN2C(=CC=C12)C(=O)O 8-bromoindolizine-3-carboxylic acid